amino-quinoline NC1=NC2=CC=CC=C2C=C1